6-methylheptene CC(CCCC=C)C